COC=1C=C(C=C(C1)OC)C1=CC(=NN1CC1=NC=CC=C1)CO [5-(3,5-dimethoxyphenyl)-1-([pyridin-2-yl]methyl)-1H-pyrazol-3-yl]methanol